BrC=1C=C(C=CC1OC)C1CC(N(C1)C)=O 4-(3-bromo-4-methoxyphenyl)-1-methylpyrrolidin-2-one